The molecule is the monoazo compound formed from arsanilic acid. It is used as an immunologic research tool. It has a role as a hapten and an allergen. It is a monoazo compound and an organoarsonic acid. It derives from an arsanilic acid. C1=CC(=CC=C1N=NC2=CC=C(C=C2)[As](=O)(O)O)[As](=O)(O)O